ClC1=CC=C(C2=NSN=C21)Cl 4,7-dichloro-2,1,3-benzothiadiazole